F[C@H]1CN(C[C@@H]1NC1=NC(=CC=C1)C1=CN=C2N1C=CC(=C2)OCC(F)(F)F)C(=O)OC(C)(C)C (3S,4S)-tert-butyl 3-fluoro-4-((6-(7-(2,2,2-trifluoroethoxy)imidazo[1,2-a]pyridin-3-yl)pyridin-2-yl)amino)pyrrolidine-1-carboxylate